[P].C[Si](C)C.C[Si](C)C.C[Si](C)C tris(trimethylsilicon) phosphorus